ClC=1C(=NC(=NC1)NC1=C(C=C(C=C1)N1CCC(CC1)N1CCN(CC1)CCCCSC1=C2CN(C(C2=CC=C1)=C=O)C1CNCCC1)OC)NC1=C(C=CC=C1)P(=O)(C)C 3-(4-((4-(4-(1-(4-((5-chloro-4-((2-(dimethylphosphoryl)phenyl)amino)pyrimidin-2-yl)amino)-3-methoxyphenyl)piperidin-4-yl)piperazin-1-yl)butyl)thio)-1-carbonylisoindolin-2-yl)piperidine